ClC1=NC=C(C(=N1)C1=C2OC[C@@H](N3C(=NC(C(=C1)F)=C32)C3(CCC3)O)C)F (S)-1-(6-(2-chloro-5-fluoropyrimidin-4-yl)-8-fluoro-3-methyl-3,4-dihydro-5-oxa-1,2a-diazaacenaphthylene-2-yl)cyclobutan-1-ol